[Cl-].P(OC(C)C1=CC=CC=C1)(OC(C)C1=CC=CC=C1)N bis-(1-phenylethyl) phosphoramidite chloride